[B].[B].C1=CC=CC=2C3=CC=CC=C3NC12 carbazole diboron